4-amino-1-β-D-arabinofuranosyl-2(1H)-pyrimidinone NC1=NC(N(C=C1)[C@H]1[C@@H](O)[C@H](O)[C@H](O1)CO)=O